[(2R,3S,4R,5R)-5-[4-(azetidin-1-yl)-2-chloro-pyrrolo[2,3-d]-pyrimidin-7-yl]-3,4-dihydroxy-tetrahydro-furan-2-yl]methoxy-methylphosphonic acid N1(CCC1)C=1C2=C(N=C(N1)Cl)N(C=C2)[C@H]2[C@@H]([C@@H]([C@H](O2)COCP(O)(O)=O)O)O